p-acetoxybenzenepropionyl chloride C(C)(=O)OC1=CC=C(C=C1)CCC(=O)Cl